[1-(3-chloro(2-pyridyl))-isopropyl]pyrimidin-2-ylamine ClC=1C(=NC=CC1)C(C)(C)NC1=NC=CC=N1